4-nitrodopamine [N+](=O)([O-])C1(C(C=C(CCN)C=C1)O)O